isopropyl 5-(2-chloro-8,8-dimethyl-7,8-dihydro-6H-cyclopenta[e]pyrazolo[1,5-a]pyrimidine-6-carboxamido)-3-(difluoromethyl)picolinate ClC1=NN2C(N=CC3=C2C(CC3C(=O)NC=3C=C(C(=NC3)C(=O)OC(C)C)C(F)F)(C)C)=C1